5-{6-[2-(6-Fluoro-4-methoxy-2-methyl-indol-1-yl)-ethylamino]-pyrimidin-4-yl}-3-(2,2,2-trifluoro-ethoxy)-thiophene-2-carboxylic acid FC1=CC(=C2C=C(N(C2=C1)CCNC1=CC(=NC=N1)C1=CC(=C(S1)C(=O)O)OCC(F)(F)F)C)OC